N1=CN=CC2=C1CC(C2)C(=O)ON2C(C1=CC=CC=C1C2=O)=O 1,3-dioxoisoindolin-2-yl 6,7-dihydro-5H-cyclopenta[d]pyrimidine-6-carboxylate